C(CCC)C1(CS(C2=C(N(C1)C1=CC=C(C=C1)F)C=C(C(=C2)CSC(C(=O)O)(C)C)OC)(=O)=O)CC 2-(((3-butyl-3-ethyl-5-(4-fluorophenyl)-7-methoxy-1,1-dioxido-2,3,4,5-tetrahydro-1,5-benzothiazepin-8-yl)methyl)thio)-2-methylpropanoic acid